6-(2-methylphenyl)-2-phenoxymethylimidazo[1,2-a]pyrimidine CC1=C(C=CC=C1)C=1C=NC=2N(C1)C=C(N2)COC2=CC=CC=C2